2'-((cyclopropylmethoxy)methyl)-[1,1'-biphenyl]-2-sulfonamide C1(CC1)COCC1=C(C=CC=C1)C=1C(=CC=CC1)S(=O)(=O)N